2-(((S)-1-(1H-tetrazol-1-yl)propan-2-yl)oxy)-4-(2-((3-((2,5,8,11,14,17-hexaoxaicosan-20-yl)oxy)-1-((1r,4r)-4-morpholinocyclohexyl)-1H-pyrazol-4-yl)amino)pyrimidin-5-yl)benzonitrile N1(N=NN=C1)C[C@H](C)OC1=C(C#N)C=CC(=C1)C=1C=NC(=NC1)NC=1C(=NN(C1)C1CCC(CC1)N1CCOCC1)OCCCOCCOCCOCCOCCOCCOC